1,4-Diisocyanatomethyl-cyclohexan N(=C=O)CC1CCC(CC1)CN=C=O